COC(C1=C(N=CC(=C1)Br)OC(F)F)=O 5-bromo-2-(difluoromethoxy)nicotinic acid methyl ester